Bis[1,3-bis(2,4,6-trimethylphenyl)-2-imidazolidinylidene]dichloro(o-isopropoxybenzylidene)ruthenium(II) CC1=C(C(=CC(=C1)C)C)N1C(N(CC1)C1=C(C=C(C=C1C)C)C)=[Ru-6](=CC1=C(C=CC=C1)OC(C)C)(Cl)(Cl)=C1N(CCN1C1=C(C=C(C=C1C)C)C)C1=C(C=C(C=C1C)C)C